(S)-3-Fluoro-pyrrolidine-1-carboxylic acid [4-methoxy-7-(tetrahydropyran-4-yl)-thiazolo[4,5-c]pyridin-2-yl]-amide COC1=NC=C(C2=C1N=C(S2)NC(=O)N2C[C@H](CC2)F)C2CCOCC2